FC=1C=C(C=CC1F)[C@H]1[C@@H](CNCC1)C(=O)NC1=C(C=C(C=C1)C1=NN(C=C1)C)F (3S,4R)-4-(3,4-difluorophenyl)-N-(2-fluoro-4-(1-methyl-1H-pyrazolyl)phenyl)piperidine-3-carbamide